tert-butyl N-[[methyl(phenyl)carbamoyl]methyl]carbamate CN(C(=O)CNC(OC(C)(C)C)=O)C1=CC=CC=C1